tert-butyl 2-[5-(2-trimethylsilylethynyl)pyrimidin-2-yl]-2,8-diazaspiro[3.5]nonane-8-carboxylate C[Si](C#CC=1C=NC(=NC1)N1CC2(C1)CCCN(C2)C(=O)OC(C)(C)C)(C)C